S1SO1 dithioether